3-Fluoro-4-((2-fluoro-5-(piperidin-4-oxy)phenoxy)methyl)benzonitrile FC=1C=C(C#N)C=CC1COC1=C(C=CC(=C1)OC1CCNCC1)F